O1CCN(CC1)CCOC(=O)C1=CC2=C(NC(=N2)C=2C=CC=3N(C4=CC=C(C=C4C3C2)C)CC)C=C1 2-morpholinoethyl-2-(9-ethyl-6-methyl-9H-carbazol-3-yl)-1H-benzo[D]imidazole-5-carboxylate